3-bromo-2,6-dideutero-5-fluorobenzoic acid BrC=1C(=C(C(=O)O)C(=C(C1)F)[2H])[2H]